N-(5-((4-(2-((6-chloropyridin-2-yl)oxy)propoxy)pyridin-2-yl)ethynyl)-8-(methylamino)-2,7-naphthyridin-3-yl)cyclopropanecarboxamide ClC1=CC=CC(=N1)OC(COC1=CC(=NC=C1)C#CC1=C2C=C(N=CC2=C(N=C1)NC)NC(=O)C1CC1)C